ClC1=NC(=NC=C1C)S(=O)(=O)C chloro-5-methyl-2-(methylsulfonyl)pyrimidine